BrC(COCC(CBr)Br)CBr (2,3-dibromopropyl) ether